Sodium Mercaptopropanesulfonate SC(CC)S(=O)(=O)[O-].[Na+]